5-(4-(2-(Trifluoromethyl)cyclopropyl)pyrrolo[1,2-b]pyridazin-2-yl)pyrimidine-2,4(1H,3H)-dione FC(C1C(C1)C=1C=2N(N=C(C1)C=1C(NC(NC1)=O)=O)C=CC2)(F)F